3-methyl-5-oxomorpholine-4-carboxylic acid tert-butyl ester C(C)(C)(C)OC(=O)N1C(COCC1=O)C